4-bromo-2-methyl-1h,7ah-pyrazolo[3,4-C]pyridine BrC=1C=2C(C=NC1)NN(C2)C